(E)-1-(3-(7-bromo-2,3-dihydrobenzo[b][1,4]dioxin-6-yl)-2-hydroxyphenyl)-3-morpholinoprop-2-en-1-one BrC=1C(=CC2=C(OCCO2)C1)C=1C(=C(C=CC1)C(\C=C\N1CCOCC1)=O)O